3,5-diamino-6-(1-isopropyl-1-phenylmethyl)-1,2,4-triazine NC=1N=NC(=C(N1)N)C(C1=CC=CC=C1)C(C)C